CC1=C(OCC(=O)OC)C=CC(=C1)OC\C=C(/C1=CC=C(C=C1)C#CCN1CCOCC1)\C1=CC=C(C=C1)C methyl (Z)-[2-methyl-4-[3-(4-methylphenyl)-3-[4-[3-(morpholin-4-yl)propynyl]phenyl]allyloxy]phenoxy]acetate